C(C=C)CC(CCOCCC(CCC=C)O)O allyl-3-hydroxybutylether